The molecule is the simplest member of the class of flavans that is chromane substituted by a phenyl group at position 2. C1CC2=CC=CC=C2OC1C3=CC=CC=C3